2,2,2-trifluoro-N-[(2S)-2-[5-(methoxymethyl)-2-methyl-4-(1-tetrahydropyran-2-yl-3-vinyl-pyrazolo[3,4-c]pyridin-5-yl)pyrazol-3-yl]oxypropyl]-N-methyl-acetamide FC(C(=O)N(C)C[C@H](C)OC=1N(N=C(C1C=1C=C2C(=CN1)N(N=C2C=C)C2OCCCC2)COC)C)(F)F